N-(perfluoroisopropyl)acrylamide FC(C(F)(F)F)(C(F)(F)F)NC(C=C)=O